N-(6-((dimethylamino)methyl)-5-(4-oxa-7-azaspiro[2.5]octan-7-yl)pyridin-2-yl)cyclopropanecarboxamide CN(C)CC1=C(C=CC(=N1)NC(=O)C1CC1)N1CCOC2(CC2)C1